FC(CC[C@H]1N2CC(C[C@@]2(CC1)CO)=C)F ((5S,7aS)-5-(3,3-difluoropropyl)-2-methylenetetrahydro-1H-pyrrolizin-7a(5H)-yl)-methanol